SC(C(=O)[O-])(C)C Mercaptoisobutyrate